NC1=C2C(=NC=N1)N(N=C2C2=CC=C(C=C2)OC2=CC=CC=C2)C2CCN(CC2)C(CCCCSC2=C1C(N(C(C1=CC=C2)=O)C2C(NC(CC2)=O)=O)=O)=O 4-((5-(4-(4-amino-3-(4-phenoxyphenyl)-1H-pyrazolo[3,4-d]pyrimidin-1-yl)piperidin-1-yl)-5-oxopentyl)thio)-2-(2,6-dioxopiperidin-3-yl)isoindoline-1,3-dione